5-hydroxylauric acid OC(CCCC(=O)O)CCCCCCC